N-(2-methoxy-6-methyl-5,6,7,8-tetrahydro-1,6-naphthyridin-3-yl)-8-(2-methoxypyridin-3-yl)pyrido[3,4-d]pyrimidin-2-amine COC1=NC=2CCN(CC2C=C1NC=1N=CC2=C(N1)C(=NC=C2)C=2C(=NC=CC2)OC)C